tert-butyl (3S)-3-[3-[[tert-butyl(dimethyl)silyl]oxymethyl]-4-iodo-pyrazol-1-yl]piperidine-1-carboxylate [Si](C)(C)(C(C)(C)C)OCC1=NN(C=C1I)[C@@H]1CN(CCC1)C(=O)OC(C)(C)C